(4-amino-7-fluoro-3-methylimidazo[1,5-a]quinoxalin-8-yl)((4aS,9bS)-7-(trifluoromethyl)-3,4,4a,9b-tetrahydrobenzofuro[3,2-b]pyridin-1(2H)-yl)methanone NC=1C=2N(C3=CC(=C(C=C3N1)F)C(=O)N1[C@@H]3[C@H](CCC1)OC1=C3C=CC(=C1)C(F)(F)F)C=NC2C